3-fluoro-4-[[5-(2-fluoro-4-isobutyl-anilino)-4-methyl-3-pyridinyl]methyl]-N-(methylsulfamoyl)pyridin-2-amine FC=1C(=NC=CC1CC=1C=NC=C(C1C)NC1=C(C=C(C=C1)CC(C)C)F)NS(NC)(=O)=O